COC(=O)C1=CC2=C(N=C(N=C2)NC2=CC=C(C=C2)C(NC)=O)N1CC1=NC=CN=C1N(S(=O)(=O)C)C 2-((4-(methylcarbamoyl)phenyl)amino)-7-((3-(N-methylmethylsulfonamido)pyrazin-2-yl)methyl)-7H-Pyrrolo[2,3-d]pyrimidine-6-carboxylic acid methyl ester